FC=1C=C(C(=O)OC)C=CC1CN(C(=O)N1CCS(CC1)(=O)=O)C1=CC=C(C=C1)F Methyl 3-fluoro-4-((N-(4-fluorophenyl)-1,1-dioxidothiomorpholine-4-carboxamido)methyl)benzoate